(3S,7aR,11aR)-9-benzyl-3-cyclopropyl-2,3,6,7,7a,8,10,11-octahydrooxazolo[2,3-j][1,6]naphthyridin-5-one C(C1=CC=CC=C1)N1C[C@H]2CCC(N3[C@]2(CC1)OC[C@@H]3C3CC3)=O